C1(=C(C(=CC(=C1)C)C)OC1=C(C=C(C=C1C)C)C)C Mesityloxid